(12AR)-10-chloro-9-(2-fluoro-6-hydroxyphenyl)-7-methoxy-3,4,12,12a-tetrahydro-6H-pyrazino[2,1-c][1,4]benzoxazepine-2(1H)-carboxylic acid tert-butyl ester C(C)(C)(C)OC(=O)N1C[C@@H]2COC3=C(CN2CC1)C(=CC(=C3Cl)C3=C(C=CC=C3O)F)OC